OC(C[C@@H]1N(CCC1)C=O)(C)C [(2R)-2-(2-hydroxy-2-methyl-propyl)pyrrolidin-1-yl]methanone